3-[[4-(aminomethyl)phenyl]methyl]-4-isopropoxy-2-propylsulfanyl-imidazo[4,5-d]pyridazin-7-amine NCC1=CC=C(C=C1)CN1C(=NC2=C(N=NC(=C21)OC(C)C)N)SCCC